ClC1=CC=C(C[C@H]2CO[C@H](CN2)C(=O)OC)C=C1 methyl (2R,5S)-5-(4-chlorobenzyl)morpholine-2-carboxylate